COC1=CC=2N=CN=C(C2N=C1NC(=O)C1CC1)C1=C(N=C(S1)C)C1=CC=CC=C1 N-(7-methoxy-4-(2-methyl-4-phenylthiazol-5-yl)pyrido[3,2-d]pyrimidin-6-yl)cyclopropanecarboxamide